CN1N=CC(=C1)C1=CC=2N(N=C1)C(=CN2)N2CCN(CC2)C(=O)NCC2=CC=C(C=C2)C(F)(F)F 4-(7-(1-methyl-1H-pyrazol-4-yl)imidazo[1,2-b]pyridazin-3-yl)-N-(4-(trifluoromethyl)benzyl)piperazine-1-carboxamide